C(C)(=O)N1CC2=C(CC1)N(N=C2C=2C=CC=C1C=C(N=CC21)OS(=O)(=O)C(F)(F)F)C [8-(5-acetyl-1-methyl-6,7-dihydro-4H-pyrazolo[4,3-c]pyridin-3-yl)-3-isoquinolyl]trifluoromethanesulfonate